ClC1=C(C=C(C=C1)C1=C(C=CC=C1)[N+](=O)[O-])C 4'-chloro-3'-methyl-2-nitro-1,1'-biphenyl